(3R,4S)-1-(5-bromo-1H-pyrrolo[2,3-b]pyridin-3-yl)-3-cyclopropyl-4-methyl-2-oxopyrrolidine-3-carbonitrile BrC=1C=C2C(=NC1)NC=C2N2C([C@]([C@@H](C2)C)(C#N)C2CC2)=O